2-(5-((S)-3-(tert-butoxy)-2-((R)-1-(tert-butoxycarbonyl)pyrrolidin-3-yl)-3-oxopropyl)pyridin-3-yl)acetic acid C(C)(C)(C)OC([C@@H](CC=1C=C(C=NC1)CC(=O)O)[C@@H]1CN(CC1)C(=O)OC(C)(C)C)=O